N-(3-(N-(4-chlorophenyl)sulfamoyl)-4-methoxyphenyl)-5-phenyloxazole-2-carbothioamide ClC1=CC=C(C=C1)NS(=O)(=O)C=1C=C(C=CC1OC)NC(=S)C=1OC(=CN1)C1=CC=CC=C1